FC=1C(=NC=CC1)C(=O)NC1=CNC2=CC=C(C=C12)OC1CC(C1)C1=CC=C(C=C1)C(F)(F)F 3-fluoro-N-{5-[(1R,3R)-3-[4-(trifluoromethyl)-phenyl]cyclobutoxy]-1H-indol-3-yl}pyridine-2-carboxamide